CC1=C(C(=O)NC2(CC2)C2=C3C=CC=NC3=CC(=C2)C2=CC=CC=C2)C=C(C=C1)OCC1N(CC1)C 2-Methyl-5-((1-methylazetidin-2-yl)methoxy)-N-(1-(7-phenylquinolin-5-yl)cyclopropyl)benzamide